tert-butyl N-[1-[4-(2,6-dibenzyloxy-3-pyridinyl) phenyl]-4-piperidinyl]-N-methyl-carbamate C(C1=CC=CC=C1)OC1=NC(=CC=C1C1=CC=C(C=C1)N1CCC(CC1)N(C(OC(C)(C)C)=O)C)OCC1=CC=CC=C1